3-amino-N-([6-[(2S)-2,4-dimethylpiperazin-1-yl]pyridin-2-yl]methyl)-6-[3-methylimidazo[1,2-a]pyridin-6-yl]-5-(1,3-oxazol-2-yl)pyrazine-2-carboxamide NC=1C(=NC(=C(N1)C=1OC=CN1)C=1C=CC=2N(C1)C(=CN2)C)C(=O)NCC2=NC(=CC=C2)N2[C@H](CN(CC2)C)C